ClC1=CC2=C(NC(=N2)CNC=2C=3N(N=C(C2)N2CCOCC2)C(=CN3)C3=CSC=C3)C=C1Cl N-((5,6-dichloro-1H-benzo[d]imidazol-2-yl)methyl)-6-morpholino-3-(thiophen-3-yl)imidazo[1,2-b]pyridazin-8-amine